succinimidyl 4-[p-maleimidophenyl]-butyrate C1(C=CC(N1C1=CC=C(C=C1)CCCC(=O)ON1C(CCC1=O)=O)=O)=O